ClC1=NC(=CC(=C1)NC(=O)NC1=CC=CC=C1)Cl (2,6-dichloro-4-pyridyl)-N'-phenylurea